tert-butyl 2-(4-(4-amino-2-ethyl-1H-imidazo[4,5-c]quinolin-1-yl)butylamino)acetate NC1=NC=2C=CC=CC2C2=C1N=C(N2CCCCNCC(=O)OC(C)(C)C)CC